CC1=C(N=C2N(C1=O)C=C(C=C2[C@@H](C)NC2=C(C(=O)O)C=CC=C2)C)N2C1CC(C(C2)C1)C1=CC=CC=C1 2-(((1R)-1-(3,7-dimethyl-4-oxo-2-(5-phenyl-2-azabicyclo[2.2.1]heptan-2-yl)-4H-pyrido[1,2-a]pyrimidin-9-yl)ethyl)amino)benzoic acid